OC=1N=CC(=NC1)C(=O)O 5-HYDROXYPYRAZINE-2-CARBOXYLIC ACID